CN(C(C)=O)C=1C=NC(=C(C1)C(F)(F)F)NC1=NC(=NS1)C=1C=C2C(=CN1)N(C(C2(C)C)=O)C N-methyl-N-(5-(trifluoromethyl)-6-((3-(1,3,3-trimethyl-2-oxo-2,3-dihydro-1H-pyrrolo[2,3-c]pyridin-5-yl)-1,2,4-thiadiazol-5-yl)amino)pyridin-3-yl)acetamide